C(CCCCCCCCCCCC)C(=C(C(=O)O)CCCCCCCCCCCCC)CCCCCCCCCCCCCCCCCCC(=O)O ditridecyl-1,20-eicosenedicarboxylic acid